BrC1=NC=CC(=C1OC)C1=NN(N=C1)C 2-Bromo-3-methoxy-4-(2-methyl-2H-1,2,3-triazol-4-yl)pyridine